The molecule is an alpha-D-Glc-(1->3')-1,2-diacylglycerol in which the acyl groups at positions 1 and 2 are oleoyl [(9Z)-octadec-9-enoyl] and palmitoyl (hexadecanoyl) respectively. CCCCCCCCCCCCCCCC(=O)O[C@@H](CO[C@@H]1[C@@H]([C@H]([C@@H]([C@H](O1)CO)O)O)O)COC(=O)CCCCCCC/C=C\\CCCCCCCC